CS(=O)(=O)OCCOC1=CC=C(C=C1)C=1C=C2C(=NC=NN2C1)C1=CC(=C(C=C1)CNC(=O)OC(C)(C)C)C 2-[4-[4-[4-[(tert-butoxycarbonylamino)methyl]-3-methyl-phenyl]pyrrolo[2,1-f][1,2,4]triazin-6-yl]phenoxy]ethyl methanesulfonate